(6-amino-2-pyridyl)-(1-methyl-4-piperidyl)methanone dihydrate dihydrochloride Cl.Cl.O.O.NC1=CC=CC(=N1)C(=O)C1CCN(CC1)C